ClC=1C=C(C=CC1F)N1CCOCCCNC(C2=NC3=C1C=CN=C3C=C2)=O 1-(3-chloro-4-fluorophenyl)-2,3,5,6,7,8-hexahydro-10,12-ethenopyrido[4,3-e][1,4,7,10]oxatriazacyclotridecin-9(1H)-one